C(C)N(C(C1=CC=C(C=C1)CN1C=NC=CC1=O)=O)C N-ethyl-N-methyl-4-((6-oxopyrimidin-1(6H)-yl)methyl)benzamide